3-Trityl-6,7,8,9-tetrahydrooxazolo[5,4-f]isoquinolin-2(3H)-one C(C1=CC=CC=C1)(C1=CC=CC=C1)(C1=CC=CC=C1)N1C(OC2=C3CCNCC3=CC=C21)=O